1-(4-(2-(6-(1H-Pyrazol-3-yl)imidazo[1,2-a]pyrazin-3-yl)pyrimidin-4-yl)piperazin-1-yl)ethan-1-one N1N=C(C=C1)C=1N=CC=2N(C1)C(=CN2)C2=NC=CC(=N2)N2CCN(CC2)C(C)=O